N-hydroxy-4-(trifluoromethyl)benzamide ONC(C1=CC=C(C=C1)C(F)(F)F)=O